Cl.NCCCCCCNC(C1=C(C=C(C=C1)NC=1C=2N(C=CN1)C(=CN2)C2=CC=C(C=C2)OC)C)=O N-(6-aminohexyl)-4-((3-(4-methoxyphenyl)imidazo[1,2-a]pyrazin-8-yl)amino)-2-methylbenzamide hydrochloride